C1CCN2C3=C(C=C(C=C13)C=C(C#N)C#N)CCC2 (2,3,6,7-Tetrahydro-1H,5H-pyrido[3,2,1-ij]chinolin-9-ylmethyliden)propandinitril